3-(4-(3-amino-1H-indazol-5-yl)-1H-pyrrolo[2,3-b]pyridin-2-yl)-N-(2-methoxyethyl)benzamide NC1=NNC2=CC=C(C=C12)C1=C2C(=NC=C1)NC(=C2)C=2C=C(C(=O)NCCOC)C=CC2